N-(6-bromopyridin-3-yl)-N-hydroxybenzoamide BrC1=CC=C(C=N1)N(C(C1=CC=CC=C1)=O)O